C(C1=CC=CC=C1)C1=CC=C(OC[C@@H]2NCCCC2)C=C1 |r| (R/S)-2-((4-benzylphenoxy)methyl)piperidine